ClC1=C(C(=CC(=N1)C(=O)OC)C=1C=NN(C1C)C)C methyl 6-chloro-4-(1,5-dimethylpyrazol-4-yl)-5-methyl-pyridine-2-carboxylate